N-(2-(2-(4-(2-(6,7-Dimethoxy-3,4-dihydroisoquinolin-2(1H)-yl)ethyl)phenyl)-2H-tetrazol-5-yl)-4,5-dimethoxyphenyl)-4-(1H-imidazol-1-yl)benzamide COC=1C=C2CCN(CC2=CC1OC)CCC1=CC=C(C=C1)N1N=C(N=N1)C1=C(C=C(C(=C1)OC)OC)NC(C1=CC=C(C=C1)N1C=NC=C1)=O